N4,N4-diethyl-2-isopropylpyridine-3,4-diamine C(C)N(C1=C(C(=NC=C1)C(C)C)N)CC